[Na+].[Na+].C(CCCCCCCCCCCCCCC)CCCCCCCCCCCCCCCCCCC(C(=O)[O-])(CC(=O)[O-])S(=O)(=O)O.C(C1=CC=CC=C1)[C@H]1N(C(OC1)=O)C([C@@H]([C@@H](O)C1=CC(=C(C(=C1)OC)C)OC)OC1CC2=CC=CC=C2C1)=O (R)-4-benzyl-3-((2R,3s)-2-((2,3-dihydro-1H-inden-2-yl)oxy)-3-(3,5-dimethoxy-4-methylphenyl)-3-hydroxypropionyl)oxazolidin-2-one cetylstearyl-sulfosuccinate disodium salt